6',6'-(((diisopropylgermanediyl)bis(methylene))bis(oxy))bis(3-(9H-carbazol-9-yl)-3',4'-difluoro-5-methyl-[1,1'-biphenyl]-2-ol) C(C)(C)[Ge](COC=1C=C2C=3C=CC=CC3N(C2=CC1)C1=C(C(=CC(=C1)C)C1=CC(=C(C=C1)F)F)O)(COC1=CC(=C(C=C1C=1C(=C(C=C(C1)C)N1C2=CC=CC=C2C=2C=CC=CC12)O)F)F)C(C)C